2-(2,4-dioxotetrahydropyrimidin-1(2H)-yl)-5-((4-(3-fluoropyridin-4-yl)piperazin-1-yl)methyl)isoindoline-1,3-dione O=C1N(CCC(N1)=O)N1C(C2=CC=C(C=C2C1=O)CN1CCN(CC1)C1=C(C=NC=C1)F)=O